S1C(=NC2=C1C=CC=C2)NC2=C(C1=C(N=N2)N(CCC1)C=1SC(=C(N1)C(=O)OC)CCCOC1=C(C=C(C=C1)CCN(C)C)F)C methyl 2-{3-[(1,3-benzothiazol-2-yl)amino]-4-methyl-5H,6H,7H,8H-pyrido[2,3-c]pyridazin-8-yl}-5-(3-{4-[2-(dimethylamino)ethyl]-2-fluorophenoxy}propyl)-1,3-thiazole-4-carboxylate